CN1N=C(N=C1SC)C(=O)OC methyl 1-methyl-5-methylsulfanyl-1,2,4-triazole-3-carboxylate